salicylic acid triethanolamine salt N(CCO)(CCO)CCO.C(C=1C(O)=CC=CC1)(=O)O